tert-butyl 4-(imidazo[1,2-a]pyridin-2-yl)-2-(2-methoxy-2-oxoethyl)-3-oxopiperazine-1-carboxylate N=1C(=CN2C1C=CC=C2)N2C(C(N(CC2)C(=O)OC(C)(C)C)CC(=O)OC)=O